NC1=C(C(=O)NC2C(NC(CC2)=O)=O)C(=CC=C1)F 2-amino-N-(2,6-dioxo-3-piperidyl)-6-fluoro-benzamide